C[C@H](CCC[C@H](C)CCCC(C)C)CCC[C@@H](C)CCOC[C@@H](COP(=O)(O)O)OCC[C@H](C)CCC[C@H](C)CCC[C@H](C)CCCC(C)C The molecule is a glycerophospholipid that is sn-glycerol 1-phosphate carrying two O-phytanyl groups at positions 2 and 3. It derives from a 2,3-di-O-phytanyl-sn-glycerol. It is a conjugate acid of a 2,3-bis-O-phytanyl-sn-glycerol 1-phosphate(2-).